C1(CC1)C1=NOC(=C1)CN1C(N(CC2=CC=C(C=C12)C(=O)NCC1=C(C=C(C=C1F)F)F)C)=O 1-((3-cyclopropylisoxazol-5-yl)methyl)-3-methyl-2-oxo-N-(2,4,6-trifluorobenzyl)-1,2,3,4-tetrahydroquinazoline-7-carboxamide